4-(6-methyl-1,2,4,5-tetrazin-3-yl)benzylamine CC1=NN=C(N=N1)C1=CC=C(CN)C=C1